(3,4-difluoro-2-methyl-phenoxy)-3-methyl-2-(trifluoromethyl)pyridine-4-carboxylic acid methyl ester COC(=O)C1=C(C(=NC=C1OC1=C(C(=C(C=C1)F)F)C)C(F)(F)F)C